benzoimidazole-6-carboxylate N1=CNC2=C1C=C(C=C2)C(=O)[O-]